5-chloro-7-(methylamino)pyrazolo[1,5-a]Pyrimidine-3-carboxylic acid ClC1=NC=2N(C(=C1)NC)N=CC2C(=O)O